1,1,1-tris((p-nitrophenoxy)phenyl)ethane [N+](=O)([O-])C1=CC=C(OC2=C(C=CC=C2)C(C)(C2=C(C=CC=C2)OC2=CC=C(C=C2)[N+](=O)[O-])C2=C(C=CC=C2)OC2=CC=C(C=C2)[N+](=O)[O-])C=C1